(1R,5R,9S)-9-(hydroxymethyl)-9-(methoxymethyl)-1-azabicyclo[3.3.2]decan-10-one OC[C@]1(N2CCCC(CCC2)C1=O)COC